tert-butyl 4-[2-[2-[2-[[4-[[(7R)-8-cyclopentyl-7-ethyl-5-methyl-6-oxo-7H-pteridin-2-yl]amino]-3-methoxy-benzoyl]amino]ethoxy]ethoxy]ethoxy]piperidine-1-carboxylate C1(CCCC1)N1[C@@H](C(N(C=2C=NC(=NC12)NC1=C(C=C(C(=O)NCCOCCOCCOC2CCN(CC2)C(=O)OC(C)(C)C)C=C1)OC)C)=O)CC